C(C)N(C(=O)N[C@H](C(F)(F)F)CCC(F)(F)F)C(C(F)(F)F)C=1C(=NC=C(C1)C=1N=C(C=2N(C1)C=CN2)OC)OC 1-ethyl-3-((S)-1,1,1,5,5,5-hexafluoropentan-2-yl)-1-(2,2,2-trifluoro-1-(2-methoxy-5-(8-methoxyimidazo[1,2-a]pyrazin-6-yl)pyridin-3-yl)ethyl)urea